tert-butyl (S)-3-((tert-butoxycarbonyl)amino)-4-(((S)-1-(((isopropoxycarbonyl)oxy) methoxy)-1-oxo-3-phenylprop-2-yl)amino)-4-oxobutyrate C(C)(C)(C)OC(=O)N[C@@H](CC(=O)OC(C)(C)C)C(=O)N[C@H](C(=O)OCOC(=O)OC(C)C)CC1=CC=CC=C1